FC=1C(=NC=C(C1I)F)N(S(=O)(=O)CCC)S(=O)(=O)CCC N-(3,5-difluoro-4-iodopyridin-2-yl)-N-(propylsulfonyl)propane-1-sulfonamide